2,2-dimethyl-3,4-dihydro-2H-1-benzopyran-3-yl (2S)-2-amino-4-carbamoylbutanoate N[C@H](C(=O)OC1C(OC2=C(C1)C=CC=C2)(C)C)CCC(N)=O